IC=1C=C2CC(CC2=CC1)N 5-iodo-2-aminoindane